3-(methylamino-phenyl-methylene)-5-amino-1,3-dihydro-indole-2-one CNC(=C1C(NC2=CC=C(C=C12)N)=O)C1=CC=CC=C1